1-(1-(2-oxo-1,2-dihydropyridin-4-yl)ethyl)-3-((1R,2S)-2-phenylcyclopropyl)urea O=C1NC=CC(=C1)C(C)NC(=O)N[C@H]1[C@@H](C1)C1=CC=CC=C1